Cl.C1(CC1)NC1CC=2C(=CSC2)CC1 N-cyclopropyl-4,5,6,7-tetrahydro-2-benzothiophen-5-amine hydrochloride